1-(benzenesulfonyl)-3-(trifluoromethyl)-4,5,6,7-tetrahydro-1H-indol-4-ol C1(=CC=CC=C1)S(=O)(=O)N1C=C(C=2C(CCCC12)O)C(F)(F)F